((5R,9S)-3-(1,3-Dimethyl-1H-pyrazol-5-yl)-2-methyl-4,5,6,7,8,9-hexahydro-2H-5,9-epiminocycloocta[c]pyrazol-10-yl)(2-fluoro-4-methylphenyl)methanone CN1N=C(C=C1C1=C2C(=NN1C)[C@@H]1CCC[C@H](C2)N1C(=O)C1=C(C=C(C=C1)C)F)C